(2-carbazol-9-ylethyl)-phosphonic acid C1=CC=CC=2C3=CC=CC=C3N(C12)CCP(O)(O)=O